NC1=NC=CC(=N1)N1CCN(CC1)C1=C(C=C(C=N1)N1C(O[C@H](C1)CNC(C)=O)=O)F (S)-N-((3-(6-(4-(2-aminopyrimidin-4-yl)piperazin-1-yl)-5-fluoropyridin-3-yl)-2-oxazolidinone-5-yl)methyl)acetamide